24-(2,2,2-trifluoro-1-hydroxyethyl)-5α-cholan-3β-ol FC(C(O)CCC[C@@H](C)[C@H]1CC[C@H]2[C@@H]3CC[C@H]4C[C@H](CC[C@]4(C)[C@H]3CC[C@]12C)O)(F)F